CC=1N=C2N(N=C(C=C2C)C=2C=C3C=NN(C(C3=CC2)=O)C2CN(CC2)C(=O)OC(C)(C)C)C1 tert-butyl 3-(6-{2,8-dimethylimidazo[1,2-b]pyridazin-6-yl}-1-oxophthalazin-2-yl)pyrrolidine-1-carboxylate